FC1=C(C=CC(=C1)C(C(=O)N1C=CC2=C1N=CN=C2N([C@H]2CN(CC[C@H]2C)C(CC#N)=O)C)C)C2=CC=CC=C2 3-((3R,4R)-3-((7-(2-(2-fluoro-[1,1'-biphenyl]-4-yl)propionyl)-7H-pyrrolo[2,3-d]pyrimidin-4-yl)(methyl)amino)-4-methylpiperidin-1-yl)-3-oxopropionitrile